O-(p-nitrobenzyl)hydroxylamine C1=CC(=CC=C1CON)[N+](=O)[O-]